1-cyclohexyl-2-isopropylbenzene C1(CCCCC1)C1=C(C=CC=C1)C(C)C